[Br-].[Br-].C(CCCCCCC)C=1C(=C(C=CC1C1=NC2=CC=CC=C2C=C1)C1=CC=C(C=C1)C1=NC2=CC=CC=C2C=C1)CCCCCCCC di-octylbis(2-quinolinyl)biphenyl dibromide